Butyl 2-(2-ethoxy-1-imino-2-oxoethyl)hydrazine-1-carboxylate C(C)OC(C(=N)NNC(=O)OCCCC)=O